N12CCN(C(CC1)CC2)C=2C=CC1=C(N(C(C(CC1)NC(=O)C1=NNC(=N1)CC1=CC=CC=C1)=O)C)C2 N-(8-(1,4-diazabicyclo[3.2.2]nonan-4-yl)-1-methyl-2-oxo-2,3,4,5-tetrahydro-1H-benzo[b]azepin-3-yl)-5-benzyl-1H-1,2,4-triazole-3-carboxamide